C(C)OC(=O)C1CC(C1)N1C(NC2=C(C1=O)C(=CS2)C)=O (1S,3S)-3-(5-methyl-2,4-dioxo-1,2-dihydrothieno[2,3-d]pyrimidin-3(4H)-yl)cyclobutane-1-carboxylic acid ethyl ester